3-(1-cyanoethyl)-N-[(1s,4s)-4-{[2,6-bis(trifluoromethyl)pyridin-4-yl]amino}cyclohexyl]benzamide C(#N)C(C)C=1C=C(C(=O)NC2CCC(CC2)NC2=CC(=NC(=C2)C(F)(F)F)C(F)(F)F)C=CC1